BrC=1C=2C3=C(NC2C(=CC1F)I)CCS(C3)=O 9-bromo-8-fluoro-6-iodo-1,3,4,5-tetrahydrothiopyrano[4,3-b]indole 2-oxide